4-fluoro-α-methyl-styrene FC1=CC=C(C(=C)C)C=C1